C12OCCC(OC1)(C2)CO (2,6-dioxabicyclo[3.2.1]octan-5-yl)methanol